(R)-3-fluoro-4-(3-methyl-6-(2-(1-methyl-1H-pyrazol-4-yl)morpholino)-4-oxo-2-(trifluoromethyl)-3,4-dihydropyrido[3,4-d]pyrimidin-8-yl)benzonitrile FC=1C=C(C#N)C=CC1C1=NC(=CC2=C1N=C(N(C2=O)C)C(F)(F)F)N2C[C@H](OCC2)C=2C=NN(C2)C